((R)-2-methylpiperazin-1-yl)pyrido[4,3-d]pyrimidine C[C@H]1N(CCNC1)C=1N=CC2=C(N1)C=CN=C2